C1(=CC(=CC=C1)C[C@H]1[C@H](CCC2=CC=C(C(N12)=O)Cl)NS(=O)(=O)C)C1=CC=CC=C1 |r| rac-N-{(3S,4S)-4-[([1,1'-biphenyl]-3-yl)methyl]-7-chloro-6-oxo-1,3,4,6-tetrahydro-2H-quinolizin-3-yl}methanesulfonamide